Tert-butyl 4-((6-oxopyrimidin-1(6H)-yl)methyl)benzoate O=C1C=CN=CN1CC1=CC=C(C(=O)OC(C)(C)C)C=C1